4-(4-((cyclopropylmethyl)sulfonamido)phenyl)-1H-pyrrolo[2,3-b]pyridin C1(CC1)CS(=O)(=O)NC1=CC=C(C=C1)C1=C2C(=NC=C1)NC=C2